3,4,5-Tris(benzyloxy)-2-((benzyloxy)methyl)-6-(1-(4-bromo-2-methylphenyl)ethyl)tetrahydro-2H-pyran C(C1=CC=CC=C1)OC1C(OC(C(C1OCC1=CC=CC=C1)OCC1=CC=CC=C1)C(C)C1=C(C=C(C=C1)Br)C)COCC1=CC=CC=C1